CN(C(/C=C/C1=CC2=C(NC(C(CC2)NC(OC(C)(C)C)=O)=O)N=C1)=O)CC=1OC2=C(C1C)C=CC=C2 tert-Butyl (E)-(3-(3-(methyl((3-methylbenzofuran-2-yl)methyl)amino)-3-oxoprop-1-en-1-yl)-8-oxo-6,7,8,9-tetrahydro-5H-pyrido[2,3-b]azepin-7-yl)carbamate